IC1=C(C=CC=C1)/C=C/C(=O)OC methyl (E)-3-(2-iodophenyl)acrylate